6-((1S,2S)-2-(5-fluoropyrimidin-2-yl)cyclobutyl)-4-oxo-4,5-dihydro-1H-pyrazolo[3,4-d]pyrimidine-3-carbonitrile FC=1C=NC(=NC1)[C@@H]1[C@H](CC1)C=1NC(C2=C(N1)NN=C2C#N)=O